ClC=1C(=C(C=CC1)NC1=NC=NC2=CC(=C(C=C12)[N+](=O)[O-])C#CC1(CN(CC1(F)F)C(=O)OC(C)(C)C)C)F tert-butyl 3-((4-((3-chloro-2-fluorophenyl)amino)-6-nitroquinazolin-7-yl)ethynyl)-4,4-difluoro-3-methyl-pyrrolidine-1-carboxylate